C1(=CC=CC=C1)C1=CC=2C3=C(NC2C=C1)CCN(C3)C(=O)C=3SC=CN3 (8-phenyl-1,3,4,5-tetrahydro-2H-pyrido[4,3-b]indol-2-yl)(thiazol-2-yl)methanone